(1S)-1-[4-(2-methylpyrazol-3-yl)phenyl]ethanamine trifluoroacetate FC(C(=O)O)(F)F.CN1N=CC=C1C1=CC=C(C=C1)[C@H](C)N